COC(=O)[C@H]1CN(CCN1)C(=O)OC(C)(C)C (R)-piperazine-1,3-dicarboxylic acid 1-(tert-butyl) 3-methyl ester